CC1=CC=C(CC2CCNC2)C=C1 4-(4-methylbenzyl)pyrrolidine